C(C)C(C(=O)[O-])CCCC.C(C)C(C(=O)[O-])CCCC.C(C)C(C(=O)[O-])CCCC.C(C)C(C(=O)[O-])CCCC.[Zr+4] zirconium(IV) tetrakis(2-ethylhexanoate)